tert-butyl-4-chloro-3-formyl-5,6-dihydropyridine-1(2H)-carboxylic acid tert-butyl ester C(C)(C)(C)OC(=O)N1C(C(=C(CC1)Cl)C=O)C(C)(C)C